Cl[Si](N[Si](Cl)(Cl)Cl)(Cl)Cl hexachloro-disilazane